2,2,2-trifluoro-ethanol FC(CO)(F)F